C(#N)C1=C(C=C(C=C1)N1ON(C(O1)(C)C)CC(=O)NC=1C=CC=C2C=CC=NC12)C(F)(F)F 2-(3-(4-cyano-3-(trifluoromethyl)phenyl)-5,5-dimethyl-2,4-dioxaimidazolin-1-yl)-N-(quinolin-8-yl)acetamide